C(C)(=O)N1CC(C=C1C1=CC=CC=C1)(C)CS(=O)(=O)C1=CC=C(C=C1)OC 1-acetyl-3-(((4-methoxyphenyl)sulfonyl)methyl)-3-methyl-5-phenyl-1,3-dihydro-2H-pyrrole